2,4,6-trifluoro-N-[6-(1-methyl-piperidin-4-ylcarbonyl)-pyridin-2-yl]-benzamide hemisuccinate C(CCC(=O)O)(=O)O.FC1=C(C(=O)NC2=NC(=CC=C2)C(=O)C2CCN(CC2)C)C(=CC(=C1)F)F.FC1=C(C(=O)NC2=NC(=CC=C2)C(=O)C2CCN(CC2)C)C(=CC(=C1)F)F